COC1=CC=C(C=C1)S(=O)(=O)N1CCNC2=CC(=CC=C12)C(=O)OC methyl 1-((4-methoxyphenyl) sulfonyl)-1,2,3,4-tetrahydroquinoxaline-6-carboxylate